4-chloro-2-cyanophenyl 2,4,6-tri-O-acetyl-3-azido-3-deoxy-1-thio-α-D-galactopyranoside C(C)(=O)O[C@H]1[C@@H](SC2=C(C=C(C=C2)Cl)C#N)O[C@@H]([C@@H]([C@@H]1N=[N+]=[N-])OC(C)=O)COC(C)=O